C1(CCCCC1)NC(CN1S(C2=C(C3=C1C(=NN3)C)C=CC=C2)(=O)=O)=O N-cyclohexyl-2-(3-methyl-5,5-dioxidopyrazolo[4,3-c][1,2]benzothiazin-4(1H)-yl)acetamide